C(C)(C)(C)OOC1=CC(=C(C=C1C(C)C)C(C)C)OOC(C)(C)C 1,3-di(t-butylperoxy)diisopropylbenzene